CC1=C(C=C2C(=C1O)C(=O)C3=C(C2=O)C=C(C=C3)O)O[C@H]4[C@@H]([C@H]([C@@H]([C@H](O4)COC(=O)C)O)O)O[C@H]5[C@@H]([C@H]([C@@H](CO5)O)O)O The molecule is a disaccharide derivative that is 1,3,6-trihydroxy-2-methyl-9,10-anthraquinone attached to a (6'-O-acetyl)-beta-D-xylopyranosyl-(1->2)-beta-D-glucopyranosyl residue at position 3 via a glycosidic linkage. It has been isolated from the roots of Rubia yunnanensis. It has a role as a plant metabolite. It is a dihydroxyanthraquinone, a disaccharide derivative and an acetate ester. It derives from a 1,3,6-trihydroxy-2-methyl-9,10-anthraquinone.